C(C(C)(C)C)NC=1N(CN=C2C(=CC=CC12)C#N)C#N 4-(neopentylamino)quinazoline-3,8-dicarbonitrile